C(CCCCCCCCCCCCCCC)(=O)OC(C)C 2-(palmitoyloxy)propane